FC=1C=CC=C2CCO[C@@H](C12)CNCC (S)-N-((8-Fluoroisochroman-1-yl)methyl)ethylamine